4-((2,6-dihydroxy-5'-methyl-4-pentyl-2'-(prop-1-en-2-yl)-1',2',3',4'-tetrahydro-[1,1-biphenyl]-3-yl)sulfonyl)cyclohexan-1-one OC1=C(C(=CC(=C1S(=O)(=O)C1CCC(CC1)=O)CCCCC)O)C1C(CCC(=C1)C)C(=C)C